CC1=C(C(C(=O)O)=C(C(=C1O)C)C)O 3,5-dimethylorsellinic acid